C(C)OC(C(C)Cl)=O ethyl-2-chloropropionate